3-((2-ethylpyrimidin-5-yl)amino)-4-((S)-(1-(tetrahydro-2H-pyran-4-yl)propyl)phenyl)pentanoic acid C(C)C1=NC=C(C=N1)NC(CC(=O)O)C(C)C1=C(C=CC=C1)[C@@H](CC)C1CCOCC1